1-(2-(4-((2,3-dihydrobenzo[b][1,4]dioxin-2-yl)methyl)piperazin-1-yl)phenyl)-N-methylmethanamine O1C2=C(OCC1CN1CCN(CC1)C1=C(C=CC=C1)CNC)C=CC=C2